(E)-4-tridecenal C(CC\C=C\CCCCCCCC)=O